ClC(C(=O)[O-])(Cl)Cl.C(CCC)[Sn+](CCCC)CCCC tributyl-tin trichloroAcetate